COCCOC1=NC=CC=C1 (2-methoxyethoxy)pyridin